cyclopropyl-sulfinic acid sodium salt [Na+].C1(CC1)S(=O)[O-]